CN1N=CC(=C1C)C=1OC(=CN1)C(=O)N1[C@@H](C2=C(CC1)NC=N2)C2=NN1C(C(=CC=C1)F)=C2 (S)-(2-(1,5-dimethyl-1H-pyrazol-4-yl)oxazol-5-yl)(4-(4-fluoropyrazolo[1,5-a]pyridin-2-yl)-1,4,6,7-tetrahydro-5H-imidazo[4,5-c]pyridin-5-yl)methanone